CC=1C=C(C=C(C1)C)C=1N=CC2=CC=CC=C2C1 3-(3,5-dimethylphenyl)isoquinoline